C(C)(C)(C)N1N=NN=C1C(C1=CC=C(C#N)C=C1)N1CCN(CC1)C1=C(C=NC=C1Cl)Cl 4-((1-(tert-butyl)-1H-tetrazol-5-yl)(4-(3,5-dichloropyridin-4-yl)piperazin-1-yl)methyl)benzonitrile